nonanyl propionate C(CC)(=O)OCCCCCCCCC